C(C)OCCOC(C(F)(F)F)F 1-(2-ethoxyethoxy)-1,2,2,2-tetrafluoroethane